O1N=C(C2=C1C=CC=C2)C2=C(C=CC=C2)[C@H](CC2=NC=CC=C2NC(C)=O)N[S@@](=O)C(C)(C)C N-(2-{(S)-2-[2-(benzo[d]isoxazol-3-yl)phenyl]-2-[((S)-tert-butylsulfinyl)amino]ethyl}pyridine-3-yl)acetamide